BrC1=CC=C2C(=NC(=NC2=C1)N)NCC1CCC1 7-bromo-N4-(cyclobutylmethyl)quinazoline-2,4-diamine